C(C)(C)(C)S(=O)N1C(CC(C1)=C)(C)C 1-tert-butyl-sulfinyl-2,2-dimethyl-4-methylenepyrrolidine